3-FORMYLPHENYL PHENYLCARBAMATE C1(=CC=CC=C1)NC(OC1=CC(=CC=C1)C=O)=O